FC1=C2C=CC=NC2=CC=C1NC1=NC=NC2=CC(=CC(=C12)O[C@H](C)[C@H]1N(CCC1)C)C=1C=NN(C1)C N-(5-fluoroquinolin-6-yl)-7-(1-methyl-1H-pyrazol-4-yl)-5-((R)-1-((S)-1-methylpyrrolidin-2-yl)ethoxy)quinazolin-4-amine